N4-((S)-1-((2S,4R)-4-hydroxy-2-(((S)-1-phenylethyl)carbamoyl)pyrrolidin-1-yl)-3,3-dimethyl-1-oxobutan-2-yl)succinamide O[C@@H]1C[C@H](N(C1)C([C@H](C(C)(C)C)NC(CCC(=O)N)=O)=O)C(N[C@@H](C)C1=CC=CC=C1)=O